N-(6-chloro-3-methyl-2,4-dioxo-1-(3-phenylprop-2-yn-1-yl)-1,2,3,4-tetrahydropyrimidin-5-yl)-3-(p-tolyl)propanamide ClC1=C(C(N(C(N1CC#CC1=CC=CC=C1)=O)C)=O)NC(CCC1=CC=C(C=C1)C)=O